C([O-])([O-])=O.[Na+].ClC=1C=CC2=C(N=C(S2)C2=C(CN(CC2)C(=O)OC(C)(C)C)C)C1.[Na+] tert-butyl 4-(5-chlorobenzo[d]thiazol-2-yl)-3-methyl-5,6-dihydropyridine-1(2H)-carboxylate Sodium carbonate